COC(C1=NC(=C(C=C1N)C(F)(F)F)OCC1=CC=CC=C1)=O 3-amino-6-(benzyloxy)-5-(trifluoromethyl)picolinic acid methyl ester